(3,5-difluoro-4-((6-methoxy-7-(2-(methylamino)ethoxy)quinolin-4-yl)oxy)phenyl)-4-ethylpyridine-3-carboxamide FC=1C=C(C=C(C1OC1=CC=NC2=CC(=C(C=C12)OC)OCCNC)F)C1=NC=CC(=C1C(=O)N)CC